bis-(dodecylphenyl)-iodonium tetrakis-(pentafluorophenyl)-borate FC1=C(C(=C(C(=C1[B-](C1=C(C(=C(C(=C1F)F)F)F)F)(C1=C(C(=C(C(=C1F)F)F)F)F)C1=C(C(=C(C(=C1F)F)F)F)F)F)F)F)F.C(CCCCCCCCCCC)C1=C(C=CC=C1)[I+]C1=C(C=CC=C1)CCCCCCCCCCCC